1-((3-amino-4-methoxybenzo[d]isoxazol-6-yl)methyl)-1H-pyrazole-4-carboxylic acid ethyl ester C(C)OC(=O)C=1C=NN(C1)CC1=CC2=C(C(=NO2)N)C(=C1)OC